S1(C2=C(CCCC1)C=CC=C2)(=O)=O 2,3,4,5-tetrahydrobenzo[b]thiepine 1,1-dioxide